C(C)S(=O)[O-].[K+] potassium ethylsulfinate